methyl 4-((6-fluoro-4-(hydroxymethyl)-1-tosyl-1H-indol-5-yl)thio)pyridine-2-carbimidothioate FC1=C(C(=C2C=CN(C2=C1)S(=O)(=O)C1=CC=C(C)C=C1)CO)SC1=CC(=NC=C1)C(=N)SC